fluoro-4-(trifluoromethyl)benzoyl-hydrazine FN(N)C(C1=CC=C(C=C1)C(F)(F)F)=O